C1(CCCC1)N(C(=O)OCC1=C(N=CN1C)C1=CC=C(C=N1)O[C@@H]1C[C@H](CCC1)C(=O)OC(C)C)C |r| (+/-)-isopropyl (1S,3S)-3-((6-(5-(((cyclopentyl(methyl)carbamoyl)oxy)methyl)-1-methyl-1H-imidazol-4-yl)pyridin-3-yl)oxy)cyclohexane-1-carboxylate